C(C)(C)(C)OC(=O)N1CCC2(CCCC2C2=CC=C(C=C2)C(F)(F)F)CC1 (4-(trifluoromethyl)phenyl)-8-azaspiro[4.5]decane-8-carboxylic acid tert-butyl ester